amino-benzoic acid propyl ester C(CC)OC(C1=C(C=CC=C1)N)=O